C(C)(C)C1=C(C(=CC(=C1)C1=C(C=CC=C1)C)C(C)C)C1=C(C=CC=C1)I 2,6-diisopropyl-4-(2-methylphenyl)-2'-iodobiphenyl